(propane-2-sulfonyl)benzene-1-sulfonamide CC(C)S(=O)(=O)C1=C(C=CC=C1)S(=O)(=O)N